2,6-diiodo-4-tert-butylaniline IC1=C(N)C(=CC(=C1)C(C)(C)C)I